COC(=O)C1=CC(=NC2=CC=C(C=C12)Br)NCC1=CC=C(C=C1)OC 6-bromo-2-((4-methoxybenzyl)amino)quinoline-4-carboxylic acid methyl ester